2,2-Di-methylpropandiamin CC(C(N)N)(C)C